(S)-2-(6-(Ethylamino)-4-(2-(4-methyl-4H-1,2,4-triazol-3-yl)phenyl)pyridin-2-yl)-6-((3-fluoropyrrolidin-1-yl)methyl)-4-(trifluoromethyl)isoindolin-1-one C(C)NC1=CC(=CC(=N1)N1C(C2=CC(=CC(=C2C1)C(F)(F)F)CN1C[C@H](CC1)F)=O)C1=C(C=CC=C1)C1=NN=CN1C